FC=1C=C2C(=NNC2=CC1OCCOC)C1=CC(=NO1)C=1SC=C(N1)C(=O)N(C)C 2-{5-[5-Fluoro-6-(2-methoxyethoxy)-1H-indazol-3-yl]-1,2-oxazol-3-yl}-N,N-dimethyl-1,3-thiazol-4-carboxamid